8-fluoro-3-(2-fluoro-3-((N-methylsulfamoyl)amino)benzyl)-2-oxo-3,4-dihydro-2H-benzo[e][1,3]oxazin-7-yl dimethylcarbamate CN(C(OC1=C(C2=C(CN(C(O2)=O)CC2=C(C(=CC=C2)NS(NC)(=O)=O)F)C=C1)F)=O)C